FC1CN(C1)C1=CC=C(S1)CC(CC1(CCOC2(CCCC2)C1)C1=NC=CC=C1)N ((5-(3-Fluoroazetidin-1-yl)thiophen-2-yl)methyl)2-(9-(pyridin-2-yl)-6-oxaspiro[4.5]dec-9-yl)ethanamine